CNC=1C2=C(N=CN1)NC=C2 N-methyl-7H-pyrrolo[2,3-d]Pyrimidine-4-amine